2-(tert-butyl)pyrrolidine C(C)(C)(C)C1NCCC1